BrC=1C(=CC2=C(COC3=CC(=CC=C23)C#N)C1)F 8-bromo-9-fluoro-6H-benzo[c]chromene-3-carbonitrile